ClCCCCCCCCC=CCCCCCCCCCCl 1,19-dichloro-9-nonadecene